Tert-butyl [5-(trifluoromethyl)-1H-pyrrolo[3,2-b]pyridine-3-yl]carbamate FC(C1=CC=C2C(=N1)C(=CN2)NC(OC(C)(C)C)=O)(F)F